2-(3-methoxyphenyl)acetamide ALUMINIUM-SILICON [Si].[Al].COC=1C=C(C=CC1)CC(=O)N